Methyl rac-trans-2-[[6-[(6-methoxy-2-methyl-3,4-dihydro-1H-isoquinolin-7-yl)amino]pyrazolo[3,4-d]pyrimidin-1-yl]methyl]cyclopentanecarboxylate COC=1C=C2CCN(CC2=CC1NC1=NC=C2C(=N1)N(N=C2)C[C@H]2[C@@H](CCC2)C(=O)OC)C |r|